ClC=1C=C(C(=O)NC2=CC=C(C=C2)C2(CCC2)C(NC2CCOCC2)=O)C=CC1 3-chloro-N-(4-{1-[(oxan-4-yl)carbamoyl]cyclobutyl}phenyl)benzamide